(S)-4-(6-(2,6-dichlorophenyl)-2-((pyrrolidin-3-ylmethyl)amino)quinazolin-4-yl)-2-fluorobenzonitrile ClC1=C(C(=CC=C1)Cl)C=1C=C2C(=NC(=NC2=CC1)NC[C@@H]1CNCC1)C1=CC(=C(C#N)C=C1)F